ClC=1C=C(C=C(C1)Cl)N1CCN(CC1)S(=O)(=O)C1=CC=C(C=C1)NC(C1=C(C=CC=C1)C1=CN=CO1)=O N-(4-((4-(3,5-Dichlorophenyl)piperazin-1-yl)sulfonyl)phenyl)-2-(oxazol-5-yl)benzamide